CC1=CC=2C(C3=CC=CC=C3C(C2C=C1)=O)=O 2-methyl-9,10-anthraquinone